CC=1C=C(C=C(C1)N1N=CN=C1)NC1=CC=NC2=CC=CC=C12 N-(3-Methyl-5-(1H-1,2,4-triazol-1-yl)phenyl)quinolin-4-amine